1-(4-hydroxy-3-methoxy-phenyl)ethanone (-)-tert-Butyl-4-[(4-methylsulfonylphenyl)-phenyl-methyl]piperidine-1-carboxylate C(C)(C)(C)OC(=O)N1CCC(CC1)C(C1=CC=CC=C1)C1=CC=C(C=C1)S(=O)(=O)C.OC1=C(C=C(C=C1)C(C)=O)OC